2-(2-chlorophenyl)-5,7-dihydroxy-8-[(2R,3S)-2-(hydroxymethyl)-1-methyl-3-pyrrolidinyl]-4H-1-benzopyran ClC1=C(C=CC=C1)C=1OC2=C(CC1)C(=CC(=C2[C@H]2[C@@H](N(CC2)C)CO)O)O